C(CCCCCCC)OC(\C=C\C(=O)OCCCCCCCC)=O fumaric acid dioctyl ester